2-((3,5-dichloro-4-((5-isopropyl-6-methoxypyridin-3-yl)oxy)phenyl)amino)-2-oxoacetate ClC=1C=C(C=C(C1OC=1C=NC(=C(C1)C(C)C)OC)Cl)NC(C(=O)[O-])=O